(Z,Z)-9,12-tetradecadien-1-yl acetate C(C)(=O)OCCCCCCCC\C=C/C\C=C/C